NC\C=C(\CN1C(=NC2=C1C=CC=C2C2=CC=C(C=C2)S(=O)(=O)N(C)C)C(F)(F)F)/F (Z)-4-(1-(4-amino-2-fluoro-but-2-en-1-yl)-2-(trifluoromethyl)-1H-benzo[d]imidazol-4-yl)-N,N-dimethylbenzenesulfonamide